F[C@@H]1[C@@H](CN(C1)C1=NOC(C1)C1=C(C(=C(C=C1F)F)F)C1=C(C=CC=C1F)F)NS(=O)(=O)C N-{(3R,4S)-4-fluoro-1-[5-(2',3,5,6,6'-pentafluoro[1,1'-biphenyl]-2-yl)-4,5-dihydro-1,2-oxazol-3-yl]pyrrolidin-3-yl}methanesulfonamide